Octane-1-carbaldehyde C(CCCCCCC)C=O